F[C@H]1CN(CC[C@H]1NC1=NC=C(N=C1)C(NC=1C=C(C=2N(C1)C=C(N2)C)F)=O)C(=O)OC(C)(C)C tert-butyl (3S,4R)-3-fluoro-4-((5-((8-fluoro-2-methylimidazo[1,2-a]pyridin-6-yl)carbamoyl)pyrazin-2-yl)amino)piperidine-1-carboxylate